6-[4-[3-[2-[(E)-3-[4-(Dimethylamino)phenyl]prop-2-enoyl]phenoxy]propyl]piperazin-1-yl]-1,3-dimethylpyrimidine CN(C1=CC=C(C=C1)/C=C/C(=O)C1=C(OCCCN2CCN(CC2)C2=CCN(CN2C)C)C=CC=C1)C